(2R)-N-[1-(4-fluorophenyl)cyclobutyl]-α-methyl-2-pyrrolidinemethanamine FC1=CC=C(C=C1)C1(CCC1)NC([C@@H]1NCCC1)C